Dimethyl-TriazenoImidazolCarboxamide CN(C(=O)N1C23N(C=4C1N2N4)N3)C